4-(2-Amino-2-methylpropanoyl)-N-(1-(4-(2-(3-(aminomethyl)piperidin-1-yl)ethoxy)phenyl)-2-oxo-1,2-dihydropyrimidin-4-yl)piperazine-1-carboxamide hydrochloride salt Cl.NC(C(=O)N1CCN(CC1)C(=O)NC1=NC(N(C=C1)C1=CC=C(C=C1)OCCN1CC(CCC1)CN)=O)(C)C